C1(=CC=CC=C1)C1=CC=C(C=C1)C1=NC=NC=N1 4-phenylphenyl-1,3,5-triazine